tert-butyl 4-(((3-(dimethylamino)propyl)(3-((2-(4-methoxyphenyl)quinolin-4-yl)amino)propyl)amino)methyl)-piperidine-1-carboxylate CN(CCCN(CCCNC1=CC(=NC2=CC=CC=C12)C1=CC=C(C=C1)OC)CC1CCN(CC1)C(=O)OC(C)(C)C)C